CC(C[C@H](C(NC1=CC=C(C=C1)C1=C2C(=NC=C1)NC(=C2)C(F)(F)F)=O)NC(OC(C)(C)C)=O)(C)C tert-Butyl N-[(1R)-3,3-dimethyl-1-[[4-[2-(trifluoromethyl)-1H-pyrrolo[2,3-b]pyridin-4-yl]phenyl]carbamoyl]butyl]carbamate